tert-butyl (S)-3-((6-chloro-1-(2,2,2-trifluoroethyl)-1H-pyrrolo[3,2-c]pyridin-4-yl)oxy)pyrrolidine-1-carboxylate ClC1=CC2=C(C(=N1)O[C@@H]1CN(CC1)C(=O)OC(C)(C)C)C=CN2CC(F)(F)F